BrC1=C(N(C(=C1)C#N)C)CCCOC1=C2CC(N(CC2=CC=C1)C(=O)OC(C)(C)C)C tert-Butyl 5-[3-(3-bromo-5-cyano-1-methyl-1H-pyrrol-2-yl)propoxy]-3-methyl-3,4-dihydroisoquinoline-2(1H)-carboxylate